(R)-Methyl 3-aminobutanoate hydrochloride Cl.N[C@@H](CC(=O)OC)C